ClC=1C(=C(OC2=NC=NC3=CC(=C(C=C23)[C@]2(N(CCN(C2)CC(CC)CC)C(=O)N)C)OC)C=CC1)F 4-(3-chloro-2-fluorophenoxy)-7-methoxyquinazolin-6-yl-4-(2-ethylbutyl)-(R)-2-methylpiperazine-1-carboxamide